IC1=CC=C(C=C1)C=1OC(=CC1)C1=CC=CC=C1 2-(4-iodophenyl)-5-phenylfuran